S1C=NC2=C1C=C(C=C2)\C=C\2/N=C(NC2=O)N[C@H]2[C@H](CC1=CC=CC=C21)O |r| (±)-(4Z)-4-(1,3-benzothiazol-6-ylmethylene)-2-[[cis-2-hydroxyindan-1-yl]amino]-1H-imidazol-5-one